C(C)(=O)OCCOC(C)=O 1,2-diacetoxyethane